3-(tert-butyl)-2'-((2-methoxyethyl)(2-((4-methoxyphenyl)amino)-5-methylphenyl)amino)-5-methyl-[1,1'-biphenyl] C(C)(C)(C)C=1C=C(C=C(C1)C)C1=C(C=CC=C1)N(C1=C(C=CC(=C1)C)NC1=CC=C(C=C1)OC)CCOC